2-chloro-N-((1r,4r)-4-(2-methoxyethoxy)cyclohexyl)pyrimidine-4-carboxamide ClC1=NC=CC(=N1)C(=O)NC1CCC(CC1)OCCOC